ClC=1C(=C(C=CC1)NC(=O)NC(CO)C1=CC(=NC=C1)OC(F)F)F 1-(3-chloro-2-fluorophenyl)-3-[1-[2-(difluoro-methoxy)pyridin-4-yl]-2-hydroxyethyl]urea